FC(C(=O)O)=C alpha-fluoroacrylic acid